O[C@](CN1N=CC(=C1)C#N)(C)[C@H]1CCC[C@H]2[C@@H]3CC[C@@H]4C[C@](CC[C@@H]4[C@H]3CC[C@]12C)(CCC)O 1-((R)-2-hydroxy-2-((1S,4aS,4bR,6aR,8R,10aS,10bR,12aS)-8-hydroxy-12a-methyl-8-propyloctadecahydrochrysen-1-yl)propyl)-1H-pyrazole-4-carbonitrile